C1(=CC=C(C=C1)S(=O)(=O)C(C(=O)O)C)C 2-(p-tolylsulfonyl)propionic acid